neopentylsuccinamide C(C(C)(C)C)C(C(=O)N)CC(=O)N